2,2-diphenylacetic acid 1-acetyl-3,4-dimethylcyclohex-3-en-1-yl ester C(C)(=O)C1(CC(=C(CC1)C)C)OC(C(C1=CC=CC=C1)C1=CC=CC=C1)=O